[2-(4-tert-butylphenyl) cyclopropyl] (2S)-2-[(3-hydroxy-4-methoxy-pyridine-2-carbonyl) amino]propanoate OC=1C(=NC=CC1OC)C(=O)N[C@H](C(=O)OC1C(C1)C1=CC=C(C=C1)C(C)(C)C)C